ON=CCCNC(OC(C)(C)C)=O tert-butyl (3-(hydroxyimino)propyl)carbamate